BrC=1C(=C(OC=2C(N(C=NC2C(C)F)CC2=CC=C(C=C2)OC)=O)C=C(C1)Cl)F 5-(3-bromo-5-chloro-2-fluorophenoxy)-6-(1-fluoroethyl)-3-(4-methoxybenzyl)pyrimidin-4(3H)-one